N1C[C@@H](CC1)O (R)-3-Pyrrolidinol